1-(4-Fluorobenzyl)-1H-indazole-6-carboxylic acid methyl ester COC(=O)C1=CC=C2C=NN(C2=C1)CC1=CC=C(C=C1)F